N-[4-(4-tert-butylpyrazol-1-yl)-2,6-difluoro-phenyl]-2-chloro-benzenesulfonamide C(C)(C)(C)C=1C=NN(C1)C1=CC(=C(C(=C1)F)NS(=O)(=O)C1=C(C=CC=C1)Cl)F